(4S,5R)-methyl-5-(2-methylphenyl)-2-phenyl-1,3-dioxolane-4-carboxylate COC(=O)[C@H]1OC(O[C@@H]1C1=C(C=CC=C1)C)C1=CC=CC=C1